BrC(CCBr)C1=NC(=NC(=N1)C(CCBr)Br)C(CCBr)Br tris(1,3-dibromopropyl)-1,3,5-triazine